C(#N)C(C(=O)NC(OCC)=O)=NNC1=CC(=C(C(=C1)C)CC=1C=C2C(=CN(C2=CC1)S(=O)(=O)C1=CC=C(C)C=C1)C(C)C)C ethyl (2-cyano-2-(2-(4-((3-isopropyl-1-tosyl-1H-indol-5-yl)methyl)-3,5-dimethylphenyl)hydrazineylidene)acetyl)carbamate